O1COC2=C1C=CC=C2CNCC2=CC(=NC=C2)C2=CC=CC=C2 N-(1,3-Benzodioxol-4-ylmethyl)-1-(2-phenyl-4-pyridinyl)methylamine